1-(3-hydroxybenzyl)-imidazolidine-2,4-dione OC=1C=C(CN2C(NC(C2)=O)=O)C=CC1